BrC=1C=NN(C1C)CC(COC)O 1-(4-bromo-5-methyl-1H-pyrazol-1-yl)-3-methoxypropan-2-ol